C(C)NC(CC=1C=C(C=CC1)C1=COC=2C1=NC=C(C2)C2=CC=C(C=C2)N2CCN(CC2)C(=O)OC(C)(C)C)=O tert-butyl 4-(4-(3-(3-(2-(ethylamino)-2-oxoethyl)phenyl)furo[3,2-b]pyridin-6-yl)phenyl)piperazine-1-carboxylate